(R)-N-(1,1-dioxido-2,3-dihydrothiophen-3-yl)-2-methoxy-6-(2-((tetrahydro-2H-pyran-4-yl)methoxy)phenyl)nicotinamide O=S1(C[C@@H](C=C1)NC(C1=C(N=C(C=C1)C1=C(C=CC=C1)OCC1CCOCC1)OC)=O)=O